ClC1=CC(=C(OCC=2C=C(OC3CCNCC3)C=CC2)C=C1)F 4-(3-((4-chloro-2-fluorophenoxy)methyl)phenoxy)piperidine